C1=NC=CC2=C(C=CC=C12)C(=O)[C@@H]1CN(C[C@H]1C1=CC=CC=C1)C(=O)OC(C)(C)C |r| tert-Butyl (±)-trans-3-(isoquinolin-5-ylcarbonyl)-4-phenylpyrrolidine-1-carboxylate